N1CN=CC2=C1C1(C=N2)CCN(CC1)C(=O)[O-] dihydrospiro[piperidine-4,7'-pyrrolo[3,2-d]pyrimidine]-1-carboxylate